ClC=1C(=NC(=NC1)NC=1C(=CC(=C(C1)NC(C=C)=O)N(C)CCN(C)C)OC)C1=CN(C2=C3C(=CC=C12)CCC3)C N-(5-((5-chloro-4-(1-methyl-1,6,7,8-tetrahydrocyclopenta[g]indol-3-yl)pyrimidin-2-yl)amino)2-((2-(dimethylamino)ethyl)-(methyl)amino)-4-methoxyphenyl)acrylamide